N1CCC(CC1)CCN[C@H]1[C@@H](C1)C1=CC=C(C=C1)C1=CC(=CC=C1)C(F)(F)F (1R,2S)-N-(2-(piperidin-4-yl)ethyl)-2-(3'-(trifluoromethyl)-[1,1'-biphenyl]-4-yl)cyclopropanamine